(2r,3s,4s,5r)-3-(3,4-difluoro-2-methoxyphenyl)-N-(3-(N-hydroxycarbamimidoyl)phenyl)-4,5-dimethyl-5-(trifluoromethyl)tetrahydrofuran-2-carboxamide FC=1C(=C(C=CC1F)[C@H]1[C@@H](O[C@]([C@H]1C)(C(F)(F)F)C)C(=O)NC1=CC(=CC=C1)C(NO)=N)OC